(R)-2-(3-(6-(piperidin-3-ylamino)pyridin-2-yl)imidazo[1,2-a]pyrazin-6-yl)propan-2-ol N1C[C@@H](CCC1)NC1=CC=CC(=N1)C1=CN=C2N1C=C(N=C2)C(C)(C)O